ClC1=NC=C(C(=C1)I)OC[C@H]1CN(CC1)C (R)-2-chloro-4-iodo-5-((1-methylpyrrolidin-3-yl)methoxy)pyridine